Butylisononylcyclohexan C(CCC)C1(CCCCC1)CCCCCCC(C)C